ClC=1C(=C(C=CC1)C1=C(C(=CC=C1)C[C@@H]1N(C[C@@H]([C@@H]1NS(=O)(=O)C)F)C(C(C)(C)O)=O)F)F N-[(2S,3R,4S)-2-[(3'-chloro-2,2'-difluoro-[1,1'-biphenyl]-3-yl)methyl]-4-fluoro-1-(2-hydroxy-2-methylpropanoyl)pyrrolidin-3-yl]methanesulfonamide